(S)-5-(1-(6-(1-amino-1,3-dihydro-spiro[indene-2,4'-piperidin]-1'-yl)-4-oxo-4,5-dihydro-1H-pyrazolo[3,4-d]pyrimidin-3-yl)vinyl)pyridinecarbonitrile N[C@@H]1C2=CC=CC=C2CC12CCN(CC2)C=2NC(C1=C(N2)NN=C1C(=C)C=1C=CC(=NC1)C#N)=O